BrC=1C(=C(SC1)C(=O)O)OC(C)C1=CC=CC=C1 4-bromo-3-(1-phenylethoxy)thiophene-2-carboxylic acid